tert-Butyl 4-(5-cyano-2-fluoro-4-(methoxycarbonyl)phenyl)piperazine-1-carboxylate C(#N)C=1C(=CC(=C(C1)N1CCN(CC1)C(=O)OC(C)(C)C)F)C(=O)OC